[Na+].CN1C(C(C(C=C1C)=O)NC(N[C@@H](CC(=O)[O-])C=1C(=C(C=CC1)C1=CC=CC=C1)F)=O)=O (S)-3-(3-(1,6-dimethyl-4-oxo-2-oxo-1,2-dihydropyridin-3-yl)ureido)-3-(2-fluorobiphenyl-3-yl)propanoic acid sodium salt